C[Si](CCOCN1C=C(C=C1)C(=O)N)(C)C 1-{[2-(trimethylsilyl)ethoxy]methyl}-1H-pyrrole-3-carboxamide